CC=1N(C=CN1)C1=NC(=CC(=C1)N)N1C(=NC=C1)C 2,6-bis(2-methyl-1H-imidazol-1-yl)pyridin-4-amine